1,1,2,3,4-pentafluoropentachlorobutane FC(C(C(C(F)(Cl)Cl)(F)Cl)(F)Cl)(F)Cl